1,1,1,3,3,3-hexafluoropropan-2-yl 4-(7-fluoro-4,5-dihydropyrazolo[1,5-a][1,8]naphthyridin-2-yl)piperidine-1-carboxylate FC=1C=C2CCC=3N(C2=NC1)N=C(C3)C3CCN(CC3)C(=O)OC(C(F)(F)F)C(F)(F)F